FC1(CCC(CC1)C1=NC=CC(=C1NC(=O)C12CC(C1)(C2)OC)C2=C(C=CC(=C2)F)F)F N-(2-(4,4-difluorocyclohexyl)-4-(2,5-difluorophenyl)pyridin-3-yl)-3-methoxybicyclo[1.1.1]pentane-1-carboxamide